6-[1-[1-(3-fluoro-1-prop-2-enoyl-azetidine-3-carbonyl)-4-piperidyl]-5-methyl-triazol-4-yl]-4-(propyl-amino)pyrazolo[1,5-a]pyridine-3-carbonitrile FC1(CN(C1)C(C=C)=O)C(=O)N1CCC(CC1)N1N=NC(=C1C)C=1C=C(C=2N(C1)N=CC2C#N)NCCC